4'-Amino-5-(4-(4-(trifluoromethyl)phenyl)-1H-1,2,3-triazol-1-yl)-[1,1'-biphenyl]-3-carboxylic acid NC1=CC=C(C=C1)C1=CC(=CC(=C1)N1N=NC(=C1)C1=CC=C(C=C1)C(F)(F)F)C(=O)O